N-((S)-1-((4S,5S)-4-benzyl-5-(4-(trifluoromethyl)-phenyl)-4,5-dihydrooxazol-2-yl)-2,2-dimethylpropyl)-acetamide C(C1=CC=CC=C1)[C@@H]1N=C(O[C@H]1C1=CC=C(C=C1)C(F)(F)F)[C@H](C(C)(C)C)NC(C)=O